2-(2,6-dioxopiperidin-3-yl)-5-([1-[3-(methylamino)propyl]piperidin-4-yl]oxy)isoindole-1,3-dione O=C1NC(CCC1N1C(C2=CC=C(C=C2C1=O)OC1CCN(CC1)CCCNC)=O)=O